CC(CC(C)(C)C)(C)C1=C(C=CC=C1)NC1=CC=CC2=CC=CC=C12 N-[(1,1,3,3-tetramethylbutyl)phenyl]-1-naphthalenamine